2-(3-chlorophenyl)-2,2-difluoro-1-phenylethyl ((S)-5,5-difluoro-1-oxo-1-(((S)-1-oxo-3-((S)-2-oxopyrrolidin-3-yl)propan-2-yl)amino)pentan-2-yl)carbamate FC(CC[C@@H](C(N[C@H](C=O)C[C@H]1C(NCC1)=O)=O)NC(OC(C(F)(F)C1=CC(=CC=C1)Cl)C1=CC=CC=C1)=O)F